C1(=CC=C(C=C1)C1=NC2=C(C(O1)=O)C=C(C=C2)O)C2=NC1=C(C(O2)=O)C=C(C=C1)O p-phenylenedi(6-hydroxy-4H-3,1-benzoxazin-4-one)